(R)-6-((1-(5-(4-(chloromethyl)phenyl)pyrazin-2-yl)pyrrolidin-3-yl)methyl)-2,5,7-trimethyl-[1,2,4]triazolo[1,5-a]pyrimidine ClCC1=CC=C(C=C1)C=1N=CC(=NC1)N1C[C@@H](CC1)CC=1C(=NC=2N(C1C)N=C(N2)C)C